6-(3-aminopropyl)-2-chloro-5-fluoro-N-[(furan-2-yl)methyl]-7H-pyrrolo[2,3-d]pyrimidin-4-amine NCCCC1=C(C2=C(N=C(N=C2NCC=2OC=CC2)Cl)N1)F